C(C)C1(CCCC1)OC(COC1=C(C=CC=2C3(C4=CC=CC=C4SC12)OCCO3)OCC(=O)OC3(CCCC3)CC)=O (1-ethylcyclopentyl) 2-[4'-[2-(1-ethylcyclopentoxy)-2-oxo-ethoxy]spiro[1,3-dioxolane-2,9'-thioxanthene]-3'-yl]oxyacetate